ClC1=C(C=CC=C1)OCC chloro-1-ethoxybenzene